1-(4-(3-(5-(1H-pyrazol-1-yl)pyrid-2-yl)-1-(2,6-difluorobenzyl)-5-((dimethyl-amino)methyl)-2,4-dioxo-1,2,3,4-tetrahydrothieno[2,3-d]pyrimidin-6-yl)phenyl)-3-methoxyurea N1(N=CC=C1)C=1C=CC(=NC1)N1C(N(C2=C(C1=O)C(=C(S2)C2=CC=C(C=C2)NC(=O)NOC)CN(C)C)CC2=C(C=CC=C2F)F)=O